C(C1=CC=CC=C1)OC([C@H]([C@@H](C)C1=C(NC2=C(C=CC=C12)OC)C)NC(=O)OC(C)(C)C)=O.C(C1=CC=CC=C1)OC1=CC=C(C=C1)CC\C=C(/C(F)F)\C=1C(=C(S(=O)(=O)N)C=CC1N)C1=CC=CC=C1 (Z)-(5-(4-(benzyloxy)phenyl)-1,1-difluoropent-2-en-2-yl)(phenyl)sulfanilamide Benzyl-(2S,3S)-2-((tert-butoxycarbonyl)amino)-3-(7-methoxy-2-methyl-1H-indol-3-yl)butanoate